5-hydroxy-7-methoxy-3-(4-(1-methylpiperidin-4-yl)butyl)-2-(3,4,5-trimethoxyphenyl)chroman-4-one OC1=C2C(C(C(OC2=CC(=C1)OC)C1=CC(=C(C(=C1)OC)OC)OC)CCCCC1CCN(CC1)C)=O